FC(C1=CC(=NC=C1)C#N)(F)F 4-(trifluoromethyl)pyridinecarbonitrile